NC1=NC=2C=CC(=CC2C2=C1[C@H](OC2)C)C(=O)N(CC2CC2)CC=2N=NC(=CC2)Br (3R)-4-amino-N-((6-bromo-3-pyridazinyl)methyl)-N-(cyclopropylmethyl)-3-methyl-1,3-dihydrofuro[3,4-c]quinoline-8-carboxamide